N-(4-chloro-2-fluoro-3-{6-oxo-4-[5-(1-propynyl)pyridin-2-yl]-1,6-dihydropyrimidin-2-yl}benzyl)isobutyramide ClC1=C(C(=C(CNC(C(C)C)=O)C=C1)F)C=1NC(C=C(N1)C1=NC=C(C=C1)C#CC)=O